(1S,3S)-3-((2-cyclopropyl-6-(1-methyl-5-(((methyl((S)-2-methylbutyl)carbamoyl)oxy)methyl)-1H-1,2,3-triazol-4-yl)pyridin-3-yl)oxy)cyclohexanecarboxylic acid C1(CC1)C1=NC(=CC=C1O[C@@H]1C[C@H](CCC1)C(=O)O)C=1N=NN(C1COC(N(C[C@H](CC)C)C)=O)C